2-Methyl-5-(3-(difluoromethoxy)phenyl)-N-(3-(2-methyl-2-hydroxypropyl)-1,2,4-thiadiazole-5-yl)furan-3-carboxamide CC=1OC(=CC1C(=O)NC1=NC(=NS1)CC(C)(O)C)C1=CC(=CC=C1)OC(F)F